4-[(4-Cyano-phenoxy)-(5,6-dimethoxy-benzothiazol-2-ylcarbamoyl)-methyl]-N,N-dimethyl-benzamide C(#N)C1=CC=C(OC(C2=CC=C(C(=O)N(C)C)C=C2)C(NC=2SC3=C(N2)C=C(C(=C3)OC)OC)=O)C=C1